cis-4-(3-{5-[(R)-(1,3-Dimethyl-azetidin-3-yl)-hydroxy-(4-isopropyl-phenyl)-methyl]-pyridin-3-yl}-[1,2,4]oxadiazol-5-yl)-cyclohexanecarboxylic acid amide CN1CC(C1)(C)[C@@](C=1C=C(C=NC1)C1=NOC(=N1)[C@H]1CC[C@H](CC1)C(=O)N)(C1=CC=C(C=C1)C(C)C)O